N[C@H]1CN(CCC1)C1=C(C=CC=2N(C(=NC21)C)C)NC(=O)C2=NN(C(C=C2)=O)C2=C(C=CC=C2F)F (R)-N-(4-(3-aminopiperidin-1-yl)-1,2-dimethyl-1H-benzo[d]imidazol-5-yl)-1-(2,6-difluorophenyl)-6-oxo-1,6-dihydropyridazine-3-carboxamide